C1(CC1)C(C)C1=CC(=C2C(C(CO2)C)=C1O)F 5-(1-cyclopropylethyl)-7-fluoro-3-methyl-2,3-dihydrobenzofuran-4-ol